N-(4-(6-hydroxyhexyl)-1-phenyl-1H-imidazol-2-yl)-3-(1-((2-(trimethylsilyl)ethoxy)methyl)-1H-pyrazol-4-yl)benzamide OCCCCCCC=1N=C(N(C1)C1=CC=CC=C1)NC(C1=CC(=CC=C1)C=1C=NN(C1)COCC[Si](C)(C)C)=O